ClC1=C(C#N)C=CC(=C1)N1CC2(C[C@H]1C)CCN(CC2)C2=CC=C(C=C2)C(=O)N2CCC(CC2)CN2CCC(CC2)C2=CC(=CC=C2)N[C@@H]2C(NC(CC2)=O)=O 2-Chloro-4-((R)-8-(4-(4-((4-(3-(((S)-2,6-dioxo-piperidin-3-yl)amino)-phenyl)piperidin-1-yl)-methyl)piperidine-1-carbonyl)phenyl)-3-methyl-2,8-diazaspiro[4.5]decan-2-yl)benzonitrile